N-(2-methyl-5-(4-(4-((5-methylpyrimidin-2-yl)oxy)phenyl)piperidine-1-carbonyl)phenyl)-1-phenylmethanesulfonamide CC1=C(C=C(C=C1)C(=O)N1CCC(CC1)C1=CC=C(C=C1)OC1=NC=C(C=N1)C)NS(=O)(=O)CC1=CC=CC=C1